NCC1=NNC(C2=CC=C(C=C12)C=1C=NN(C1C1=C(C#N)C=C(C(=C1)OC)OC)C)=O 2-(4-(4-(aminomethyl)-1-oxo-1,2-dihydrophthalazin-6-yl)-1-methyl-1H-pyrazol-5-yl)-4,5-dimethoxybenzonitrile